(1S,5R)-4-(3-methoxy-4,5-bis(methoxymethoxy)styryl)-6,6-dimethylbicyclo[3.1.1]hept-3-en COC=1C=C(C=CC2=CC[C@@H]3C([C@H]2C3)(C)C)C=C(C1OCOC)OCOC